2-methoxycarbonylspiro[3.3]heptane-6-carboxylic acid COC(=O)C1CC2(C1)CC(C2)C(=O)O